BrC=1C=C(C=CC1)C1=NN(C=C1)C1=NC=2N(C(=C1)N1CCOCC1)N=C(C2)C2=CC=[N+](C=C2)[O-] 4-(5-(3-(3-bromophenyl)-1H-pyrazol-1-yl)-7-morpholinopyrazolo[1,5-a]pyrimidin-2-yl)pyridine 1-oxide